C1(CC1)C(=O)NC1=NC=C(C(=O)O)C(=C1)NC1=C(C2=C(N(N=C2C=C1)C)CC)OC 6-(Cyclopropanecarboxamido)-4-((3-ethyl-4-methoxy-2-methyl-2H-indazol-5-yl)amino)nicotinic acid